COC(=O)C1=CC=C(C(=O)NC[C@@H](C(=O)NCC(=O)O)NCCCCCCCCCCCCCC)C=C1 (S)-(3-(4-(methoxycarbonyl)benzamido)-2-(tetradecylamino)propanoyl)glycine